C1(CC1)N1C(C=C(C(=C1)C1=CC=CC=C1)C=1C2=C(C(N(C1)C)=O)N(C(=C2)C2=C(C=CC=C2)F)S(=O)(=O)C2=CC=C(C)C=C2)=O 4-(1-cyclopropyl-2-oxo-5-phenyl-1,2-dihydropyridin-4-yl)-2-(2-fluorophenyl)-6-methyl-1-tosyl-1,6-dihydro-7H-pyrrolo[2,3-c]pyridin-7-one